6-(methylamino)-3,4-dihydro-1H-quinolin-2-one CNC=1C=C2CCC(NC2=CC1)=O